C(CCCCC)C1N(C1)C(CC(=O)[O-])(N1C(C1)CCCCCC)N1C(C1)CCCCCC tris[2-hexyl-(1-aziridinyl)]propionate